NC=1C=C(C=CC1F)C(C#N)(C)C 2-(3-amino-4-fluorophenyl)-2-methylpropanenitrile